3-piperidinecarboxylic acid (nipecotate) N1CC(C(=O)O)CCC1.N1CC(CCC1)C(=O)O